(16-bromohexadecyl)-triphenylphosphonium bromide [Br-].BrCCCCCCCCCCCCCCCC[P+](C1=CC=CC=C1)(C1=CC=CC=C1)C1=CC=CC=C1